(E)-4-chloro-N-(3-((2-((1-ethyl-1H-pyrazol-4-yl)amino)pyrrolo[2,1-f][1,2,4]triazin-4-yl)oxy)-4-fluorophenyl)but-2-enamide ClC/C=C/C(=O)NC1=CC(=C(C=C1)F)OC1=NC(=NN2C1=CC=C2)NC=2C=NN(C2)CC